CCN1C=C(C(=O)C2=C1C=C(C=C2)C3=CC=NC=C3)C(=O)O The molecule is a quinolinemonocarboxylic acid that is 1,4-dihydroquinoline-3-carboxylic acid that is substituted by an ethyl group at position 1 and by a pyridin-4-yl group at position 7. An antibacterial drug, active against Neisseria gonorrhoeae, it has been used for treating urinary tract infections and certain sexually transmitted diseases. It has a role as an antibacterial drug and an antiinfective agent. It is a quinolone antibiotic, a quinolinemonocarboxylic acid and a member of pyridines.